7-(1-(1-ethoxyethyl)-1H-pyrazol-4-yl)-8-((1,1,1-trifluoropropan-2-yl)oxy)-[1,2,4]triazolo[1,5-c]pyrimidin-2-amine C(C)OC(C)N1N=CC(=C1)C1=C(C=2N(C=N1)N=C(N2)N)OC(C(F)(F)F)C